(2S,4S)-4-bromopyrrolidine Br[C@H]1CCNC1